(R)-3-(5-(((3S,4R)-1-ethyl-4-methylpiperidin-3-yl)oxy)-1-oxoisoindolin-2-yl)piperidine-2,6-dione C(C)N1C[C@H]([C@@H](CC1)C)OC=1C=C2CN(C(C2=CC1)=O)[C@H]1C(NC(CC1)=O)=O